ClC1=CC=C(C=C1)C(C)(C#C)C=1N=C(SC1)NC(C1=C(C(=CC=C1F)OC)F)=O N-(4-(2-(4-chlorophenyl)but-3-yn-2-yl)thiazol-2-yl)-2,6-difluoro-3-methoxybenzamide